phenyl(spirobi[fluorene]yl)(phenyldibenzothiophene) C1(=CC=CC=C1)C=1C(=C(C2=C(SC3=C2C=CC=C3)C1)C1=CC=CC=C1)C=1C3(C2=CC4=CC=CC=C4C2=CC1)C=CC=C1C2=CC=CC=C2C=C13